6-(1-bromoethyl)-N-(4,4-difluorocyclohexyl)-2-(3-methyl-1H-pyrazol-1-yl)pyrimidin-4-amine BrC(C)C1=CC(=NC(=N1)N1N=C(C=C1)C)NC1CCC(CC1)(F)F